FC1(CCC(CC1)CC(=O)N(C)OC)F 2-(4,4-Difluorocyclohexyl)-N-methoxy-N-methylacetamide